NC1=C(C=CC(=N1)NC(C1=CC(=CC=C1)C(C)(C)C#N)=O)C N-(6-amino-5-methylpyridin-2-yl)-3-(2-cyanopropan-2-yl)benzamide